2-chloro-5-fluoro-6-iodopyridine-3-ol ClC1=NC(=C(C=C1O)F)I